BrCC1=C(C(=CC(=C1)[N+](=O)[O-])Cl)C 1-(bromomethyl)-3-chloro-2-methyl-5-nitro-benzene